C(C)C=1N=C2N(C=C(C=C2)C=2C=NC(=CC2)N2CC(C2)NC2(CC2)CO)C1N(C=1SC(=C(N1)C1=CC=C(C=C1)F)C#N)C 2-((2-ethyl-6-(6-(3-((1-(hydroxymethyl)cyclopropyl)amino)azetidin-1-yl)pyridin-3-yl)imidazo[1,2-a]pyridin-3-yl)(methyl)amino)-4-(4-fluorophenyl)thiazole-5-carbonitrile